2-amino-4-(4-bromophenyl)-6-(2,4-dibenzyloxyphenyl)cyanopyridine methyl-2-[1-(3-methylphenyl)-1H-pyrazol-3-yl]acetate COC(CC1=NN(C=C1)C1=CC(=CC=C1)C)=O.NC1=NC(=CC(=C1C#N)C1=CC=C(C=C1)Br)C1=C(C=C(C=C1)OCC1=CC=CC=C1)OCC1=CC=CC=C1